C(C)OCC(CO)O 3-ethoxy-1,2-propanediol